phenyl (4-phenylbenzo[4,5]imidazo[1,2-a]pyrimidin-2-yl) ketone C1(=CC=CC=C1)C1=CC(=NC=2N1C1=C(N2)C=CC=C1)C(=O)C1=CC=CC=C1